(M)-4-(2,3-dimethylphenyl)-7-(4-methyl-1,3-thiazol-5-yl)-2-(2-(2-propenoyl)-2,6-diazaspiro[3.4]octan-6-yl)-1,5-naphthyridine-3-carbonitrile CC1=C(C=CC=C1C)C1=C(C(=NC2=CC(=CN=C12)C1=C(N=CS1)C)N1CC2(CN(C2)C(C=C)=O)CC1)C#N